1-[3-(difluoromethyl)-6-[6-methoxy-5-[[6-[(3R)-1-methyl-2-oxo-pyrrolidin-3-yl]pyridazin-3-yl]amino]benzimidazol-1-yl]-2-pyridyl]-5-methyl-pyrazole-3-carbonitrile FC(C=1C(=NC(=CC1)N1C=NC2=C1C=C(C(=C2)NC=2N=NC(=CC2)[C@@H]2C(N(CC2)C)=O)OC)N2N=C(C=C2C)C#N)F